Phenyl (4-((6,7-dimethoxyquinolin-4-yl)oxy)phenyl)carbamate COC=1C=C2C(=CC=NC2=CC1OC)OC1=CC=C(C=C1)NC(OC1=CC=CC=C1)=O